NC1=CC=C(C=C1)NC1=CC=C(C=C1)C1=CC=C(NC2=CC=C(C=C2)N)C=C1 N,N'-bis(4-aminophenyl)-benzidine